cis-4-(((tert-butyldimethylsilyl)oxy)methyl)-1-(4-methoxybenzyl)-3-methylpyrrolidin-3-amine [Si](C)(C)(C(C)(C)C)OC[C@H]1[C@](CN(C1)CC1=CC=C(C=C1)OC)(N)C